5-cyclopropyl-3-(2,6-dichlorophenyl)-4-((((2S,4R)-2-methylpiperidin-4-yl)oxy)methyl)isoxazole C1(CC1)C1=C(C(=NO1)C1=C(C=CC=C1Cl)Cl)CO[C@H]1C[C@@H](NCC1)C